(S)-5-(4-((1-(5-(3-cyano-5-fluorophenyl)-4,5-dihydro-1H-pyrazole-1-carbonyl)azetidin-3-yl)oxy)-5-fluoropyridin-2-yl)-1,4-dimethyl-1H-pyrazole-3-carbonitrile C(#N)C=1C=C(C=C(C1)F)[C@@H]1CC=NN1C(=O)N1CC(C1)OC1=CC(=NC=C1F)C1=C(C(=NN1C)C#N)C